ClC1=CC=C(C(=N1)F)C1CC(CO1)O 5-(6-chloro-2-fluoro-3-pyridyl)tetrahydrofuran-3-ol